8-Amino-2-(2-(dimethylamino)ethoxy)-9-(3-methoxy-2,6-dimethylphenyl)-5-methyl-9H-pyrrolo[2,3-c][1,2,4]triazolo[1,5-a]pyridine-7-carboxamide NC1=C(C2=C(C=3N(C(=C2)C)N=C(N3)OCCN(C)C)N1C1=C(C(=CC=C1C)OC)C)C(=O)N